4-((1-methylpiperidin-4-yl)amino)-N-(3-(spiro[benzo[d][1,3]dioxol-2,1'-cyclopropane]-5-yl)-1H-pyrazol-5-yl)benzamide CN1CCC(CC1)NC1=CC=C(C(=O)NC2=CC(=NN2)C2=CC3=C(OC4(CC4)O3)C=C2)C=C1